7-cyano-4-(isopropylamino)-5H-pyrido[3,2-b]indole-3-carboxamide C(#N)C=1C=CC=2C3=C(NC2C1)C(=C(C=N3)C(=O)N)NC(C)C